1,1-dimethylethyl N-[(1S)-2-hydroxy-1-(methoxymethyl)ethyl]carbamate OC[C@@H](COC)NC(OC(C)(C)C)=O